CC1(CCCCC1)C(=O)OC=C.CC1(CCCCC1)C(=O)OC vinyl methyl bis(methyl cyclohexanoate)